C12(CC3CC(CC(C1)C3)C2)N adamantan-1-amine